Cl.C(C)C(CC)C1=NC=2N(C(=C1)N[C@@H]1C[C@H](CC1)N)N=CC2 (1S,3S)-N3-[5-(1-ethylpropyl)pyrazolo[1,5-a]pyrimidin-7-yl]cyclopentane-1,3-diamine hydrochloride